N-isopropoxy-1-[1-[[4-[5-(trifluoromethyl)-1,2,4-oxadiazol-3-yl]phenyl]methyl]pyrazol-4-yl]methanimine C(C)(C)ON=CC=1C=NN(C1)CC1=CC=C(C=C1)C1=NOC(=N1)C(F)(F)F